6-(2'-((Cycloheptylamino)methyl)-[1,1'-biphenyl]-4-yl)-2-methyl-1H-benzo[d]imidazol C1(CCCCCC1)NCC1=C(C=CC=C1)C1=CC=C(C=C1)C=1C=CC2=C(NC(=N2)C)C1